N-(2-acetamido-4-nitrophenyl)-2-chloroacetamide C(C)(=O)NC1=C(C=CC(=C1)[N+](=O)[O-])NC(CCl)=O